FC=1C=C(C=NC1)C1=CC(=NC(=C1F)C)C=1OC(=NN1)C1=CC=C(C=C1)F 2-(5,5'-Difluoro-6'-methyl-[3,4'-bipyridyl]-2'-yl)-5-(4-fluorophenyl)-1,3,4-oxadiazole